BrC=1N(N=C2C=C(C=CC12)C1=CC(=CC=C1)F)CC 3-bromo-2-ethyl-6-(3-fluorophenyl)-2H-indazole